FC(N1C(CCCC1)C=O)F 1-(DIFLUOROMETHYL)PIPERIDINE-2-CARBALDEHYDE